CN(C1=NC(=CC=C1)COC1=NC2=C(N1C1=NN=NN1C)C=CC=C2)C N,N-Dimethyl-6-(((1-(1-methyl-1H-tetrazol-5-yl)-1H-benzo[d]imidazol-2-yl)oxy)methyl)pyridin-2-amine